C(#N)C1=CC=C(C=C1)C1=CC=CC(=N1)C1=NC(=NO1)[C@H]1N(CCC1)C#N (S)-2-(5-(6-(4-Cyanophenyl)pyridin-2-yl)-1,2,4-oxadiazol-3-yl)pyrrolidine-1-carbonitrile